[2-Chloro-4-[[3-[4-(difluoromethoxy)-2,3-difluoro-phenyl]imidazo[1,2-a]pyrazin-8-yl]amino]phenyl]-[4-(piperidine-4-carbonyl)piperazin-1-yl]methanone hydrochloride Cl.ClC1=C(C=CC(=C1)NC=1C=2N(C=CN1)C(=CN2)C2=C(C(=C(C=C2)OC(F)F)F)F)C(=O)N2CCN(CC2)C(=O)C2CCNCC2